C(C1=CC=CC=C1)NC(N(C=1N=NC(=CC1)C=1C=NN(C1)C)[C@@H]1CC[C@H](CC1)NC1=NC=C(C(=N1)C=1SC(=CC1)C#N)C#N)=O 3-benzyl-1-(trans-4-((5-cyano-4-(5-cyano-2-thienyl)pyrimidin-2-yl)amino)cyclohexyl)-1-(6-(1-methyl-1H-pyrazol-4-yl)pyridazin-3-yl)urea